N-(4-Cyano-2-fluorophenyl)-3-(3-methyl-4-nitrophenyl)-2-(trifluoromethyl)oxazolidin-5-carboxamid C(#N)C1=CC(=C(C=C1)NC(=O)C1CN(C(O1)C(F)(F)F)C1=CC(=C(C=C1)[N+](=O)[O-])C)F